6-Bromo-3-cyclopentyl-5-methylquinazolin-4(3H)-one BrC=1C(=C2C(N(C=NC2=CC1)C1CCCC1)=O)C